3-(1-oxo-5-((4-(pyridazin-3-yl)piperazin-1-yl)methyl)isoindolin-2-yl)piperidine-2,6-dione O=C1N(CC2=CC(=CC=C12)CN1CCN(CC1)C=1N=NC=CC1)C1C(NC(CC1)=O)=O